NC1=C(C(=O)C2CN(CCC2)C(=O)OC(C)(C)C)C=CC=C1 tert-butyl 3-(2-aminobenzoyl)piperidine-1-carboxylate